tert-butyl (2-(((2R,7aR)-7a-(hydroxymethyl)hexahydro-1H-pyrrolizin-2-yl)oxy)ethyl)carbamate OC[C@@]12CCCN2C[C@@H](C1)OCCNC(OC(C)(C)C)=O